3-bromodisiloxane Br[SiH2]O[SiH3]